endo-4-((6-chloropyridin-3-yl)methyl)-2-(3-(5-methylpyridazin-4-yl)-1H-pyrazol-5-yl)-2-azabicyclo[3.1.0]hexan-3-one ClC1=CC=C(C=N1)CC1C(N(C2CC12)C1=CC(=NN1)C1=CN=NC=C1C)=O